2-cyanoethyl (4R)-(4-cyano-2-methoxyphenyl)-2,8-dimethyl-5-oxo-1,4,5,6-tetrahydro-1,6-naphthyridine-3-carboxylate C(#N)C1=CC(=C(C=C1)N1C(=C(CC=2C(NC=C(C12)C)=O)C(=O)OCCC#N)C)OC